2,4,6-tris(benzhydryl)aniline C(C1=CC=CC=C1)(C1=CC=CC=C1)C1=C(N)C(=CC(=C1)C(C1=CC=CC=C1)C1=CC=CC=C1)C(C1=CC=CC=C1)C1=CC=CC=C1